ClC1=CC=C(S1)CNC1=CC(=NN1C(C(C)(C)C)=O)C1NCCN(C1)S(=O)(=O)N1CCOCC1 1-(5-{[(5-Chlorothiophen-2-yl)methyl]amino}-3-[4-(morpholin-4-sulfonyl)piperazin-2-yl]-1H-pyrazol-1-yl)-2,2-dimethylpropan-1-on